C(C)C1OCC(OC1)C 2-ethyl-5-methyl-1,4-dioxane